1,3-CYCLOHEXAN-BIS(METHYLAMIN) C1(CC(CCC1)CN)CN